CN1N=C(C2=C1C(NCC2)=O)C(=O)[O-] 1-methyl-7-oxo-4,5,6,7-tetrahydro-1H-pyrazolo[3,4-c]pyridine-3-carboxylate